dimercapto-bis(trichlorosilyl)-tetrachlorocoronene SC=1C(=C2C(=C(C3=C(C(=C4C(=C(C5=CC=C6C=CC1C1=C2C3=C4C5=C16)Cl)Cl)Cl)Cl)[Si](Cl)(Cl)Cl)[Si](Cl)(Cl)Cl)S